CNCCOCCO 2-[2-(methylamino)ethoxy]ethan-1-ol